N-(5-((2-methoxyethyl)amino)-1-(4-(trifluoromethyl)phenyl)-1,2,3,4-tetrahydro-quinolin-3-yl)acrylamide COCCNC1=C2CC(CN(C2=CC=C1)C1=CC=C(C=C1)C(F)(F)F)NC(C=C)=O